N,N-dimethyl-methyl-ammonium tert-Butyl-(3-((4-(2-((3-amino-6-(2-hydroxyphenyl)pyridazin-4-yl)oxy)ethyl)phenyl)(methyl)amino)propyl)(methyl)carbamate C(C)(C)(C)OC(N(C)CCCN(C)C1=CC=C(C=C1)CCOC1=C(N=NC(=C1)C1=C(C=CC=C1)O)N)=O.C[NH+](C)C